2-chloro-5-(oxetan-3-yloxy)pyridinelactic acid ClC1(NC=C(C=C1)OC1COC1)CC(C(=O)O)O